pentyloxylithium C(CCCC)O[Li]